Ethyl 1-(3-amino-6-(2,5-dimethyl-1,2,3,4-tetrahydroisoquinolin-7-yl) pyrazin-2-yl)-1H-pyrazole-4-carboxylate NC=1C(=NC(=CN1)C1=CC(=C2CCN(CC2=C1)C)C)N1N=CC(=C1)C(=O)OCC